5-chloro-2-(1-(4-iodo-1H-imidazol-1-yl)ethyl)pyridine ClC=1C=CC(=NC1)C(C)N1C=NC(=C1)I